C(C=C)C=1C=C(C=CC1OC)S(=O)(=O)NC(NC1=C2CCCC2=CC=2CCCC12)=O 3-allyl-N-((1,2,3,5,6,7-hexahydro-s-indacen-4-yl)carbamoyl)-4-methoxybenzenesulfonamide